[Si](C)(C)(C(C)(C)C)OCCCCN1CCC2(CN(C2)C(CO)CO)CC1 2-(7-(4-((tert-butyldimethylsilyl)oxy)butyl)-2,7-diazaspiro[3.5]nonan-2-yl)propane-1,3-diol